S(N)(O)(=O)=O.OCCNCCN(CCO)CCO tris(2-hydroxyethyl) ethylenediamine sulfamate